C[C@@]12CC3=C([C@](C(=N3)/C=C\\4/[C@H]([C@]([C@@](N4)(C5=C([C@@](C(=N5)CC(=N1)C(=C2CC(=O)O)CCC(=O)O)(C)CCC(=O)O)CC(=O)O)C)(C)CC(=O)O)CCC(=O)O)(C)CC(=O)O)CCC(=O)O The molecule is the intermediate in the biosynthesis of vitamin B12 from uroporphyrinogen III in which six methyl groups have been introduced into the tetrapyrrole framework, together with ring contraction. It is a conjugate acid of a precorrin-6X(8-) and a precorrin-6A(7-).